BrC=1C=CC(=NC1)C 5-bromo-2-methylpyridine